N-(1-octyl-oxy-2,2,6,6-tetramethylpiperidin-4-yl)-N'-dodecyl-oxalamide C(CCCCCCC)ON1C(CC(CC1(C)C)NC(C(=O)NCCCCCCCCCCCC)=O)(C)C